1-(1-azidoethyl)-4-fluorobenzene N(=[N+]=[N-])C(C)C1=CC=C(C=C1)F